tert-butyl 3-[4-[2-(2,6-dioxopiperidin-3-yl)-1,3-dioxoisoindol-5-yl]piperazin-1-yl]propanoate O=C1NC(CCC1N1C(C2=CC=C(C=C2C1=O)N1CCN(CC1)CCC(=O)OC(C)(C)C)=O)=O